FC(C1=NN(C(=C1)NC(C1=CC(=CC=C1)F)=O)C)F N-(3-(difluoromethyl)-1-methyl-1H-pyrazol-5-yl)-3-fluorobenzamide